ClC1=CC=C(C(=N1)C(=O)O)N[C@H](C)C1=NC(=CC(=C1)C)N1C(OC[C@@H]1CC1=CC=2N(C=C1)N=CC2)=O 6-Chloro-3-(((R)-1-(4-methyl-6-((S)-2-oxo-4-(pyrazolo[1,5-a]pyridin-5-ylmethyl)oxazolidin-3-yl)pyridin-2-yl)ethyl)amino)picolinic acid